N-(4-(2-(2-aminopyridin-3-yl)-5-phenyl-3H-imidazo[4,5-b]pyridin-3-yl)benzyl)-6-(1-cyanoethyl)picolinamide NC1=NC=CC=C1C1=NC=2C(=NC(=CC2)C2=CC=CC=C2)N1C1=CC=C(CNC(C2=NC(=CC=C2)C(C)C#N)=O)C=C1